6-(4-(3-(5-(trifluoromethyl)(pyridin-3-yl)prop-2-yn-1-yl)piperazin-1-yl)pyridine-3-yl)pyrazolo[1,5-a]pyridine-3-carbonitrile FC(C=1C=C(C=NC1)C#CCC1CN(CCN1)C1=C(C=NC=C1)C=1C=CC=2N(C1)N=CC2C#N)(F)F